F[C@@H]1[C@@H](C1)C(=O)NC=1N=C2N(C=C(C=C2)C2=C(C(=CC=C2)F)COC)C1 (1S,2S)-2-fluoro-N-(6-(3-fluoro-2-(methoxymethyl)phenyl)imidazo[1,2-a]pyridin-2-yl)cyclopropanecarboxamide